8-(aminomethyl)-5-(3-(aminomethyl)piperazin-1-yl)-2,3-dihydro-1,4-benzodioxine NCC1=CC=C(C2=C1OCCO2)N2CC(NCC2)CN